(S)-(2,3-dichloro-6-fluorophenyl)(1-methylcyclopentyl)methylamine ClC1=C(C(=CC=C1Cl)F)NCC1(CCCC1)C